ClCC=1C(=NC=NC1)C(F)F 5-(Chloromethyl)-4-(difluoromethyl)pyrimidine